allylphenyl ether sulfate ammonium [NH4+].S(=O)(=O)([O-])[O-].C(C=C)OC1=CC=CC=C1.[NH4+]